C(C)[C@H]1N(C[C@H](N(C[C@H](N(C[C@H](N(C1)CC(=O)O)CC)CC(=O)O)CC)CC(=O)O)CC)CC(=O)O 2,2',2'',2'''-((2R,5R,8R,11R)-2,5,8,11-tetraethyl-1,4,7,10-tetraazacyclododecane-1,4,7,10-tetrayl)tetraacetic acid